8-{5-[(dimethylamino)methyl]pyridin-2-yl}-1,4-dioxaspiro[4.5]decan-8-ol CN(C)CC=1C=CC(=NC1)C1(CCC2(OCCO2)CC1)O